1-(4-Chloro-2-(methoxymethoxy)-6-methylphenyl)-N-((R)-1-methylpiperidin-3-yl)pyrido[3,4-d]pyridazin-4-amine ClC1=CC(=C(C(=C1)C)C1=C2C(=C(N=N1)N[C@H]1CN(CCC1)C)C=NC=C2)OCOC